C(=O)[C@@H]1[C@H](C1)C1CC2(C1)CCN(CC2)C(=O)OC(C)(C)C tert-butyl 2-((1R,2S)-2-formylcyclopropyl)-7-azaspiro[3.5]nonane-7-carboxylate